OC=1C=CC=2N(C1)N=C(N2)C2=C1C=C(N=CC1=C(N=C2)NC)NC(=O)C2CC2 N-(5-(6-hydroxy-[1,2,4]triazolo[1,5-a]pyridin-2-yl)-8-(methylamino)-2,7-naphthyridin-3-yl)cyclopropanecarboxamide